C(C(=O)O)(=O)[O-].C(CCC)[NH+](CCCC)CCCC Mono-tributylammonium oxalate